2-[3-[4-(8-isoquinolyloxy)-2-(trifluoromethyl)phenoxy]phenyl]-N-methylsulfonyl-acetamide C1=NC=CC2=CC=CC(=C12)OC1=CC(=C(OC=2C=C(C=CC2)CC(=O)NS(=O)(=O)C)C=C1)C(F)(F)F